4,4-bis(3-butenyl)-2,2'-bipyridine C(CC=C)C1(CC(=NC=C1)C1=NC=CC=C1)CCC=C